FC1=C2C3(CN(C2=CC=C1)C(=O)C=1C=C(C=CC1)NC(=O)NC(C)C)CCCC3 1-(3-(4'-fluorospiro[cyclopentane-1,3'-indoline]-1'-carbonyl)phenyl)-3-isopropylurea